1-(4-(1-methoxycyclobutyl)pyridine-2-yl)-N-(1-methyl-1H-indazol-7-yl)-1H-pyrazole-4-sulfonamide COC1(CCC1)C1=CC(=NC=C1)N1N=CC(=C1)S(=O)(=O)NC=1C=CC=C2C=NN(C12)C